N-((S)-2-((2',5'-dimethyl-[3,4'-bipyridin]-6-yl)amino)-1-((1r,4S)-4-methylcyclohexyl)-2-oxoethyl)-1-methyl-1H-pyrazole-5-carboxamide CC1=NC=C(C(=C1)C=1C=NC(=CC1)NC([C@H](C1CCC(CC1)C)NC(=O)C1=CC=NN1C)=O)C